C12C3(CCCC3C(CC1)C2)C(=O)O tricyclo[5.2.1.02,6]decane-2-carboxylic acid